C(C=C)(=O)N1C[C@@H](N(CC1)C=1C2=C(N(C(N1)=O)C1C(=NCC=C1C)C(C)C)N=C(C=C2F)C2=C(C=CC=C2O)F)C 4-((2S)-4-acryloyl-2-methylpiperazin-1-yl)-5-fluoro-7-(2-fluoro-6-hydroxyphenyl)-1-(4-methyl-2-isopropyl-3,6-dihydropyridin-3-yl)pyrido[2,3-d]pyrimidin-2(1H)-one